5-(3-chloroimidazo[1,2-a]pyrimidin-6-yl)-N-(2-methoxyethyl)pyrrolo[2,1-f][1,2,4]triazin-2-amine ClC1=CN=C2N1C=C(C=N2)C=2C=CN1N=C(N=CC12)NCCOC